(S)-6-(3-amino-6-(2-fluoro-4-(2-methylpiperidin-1-yl)phenyl)pyrazin-2-yl)-3,4-dihydroisoquinolin-1(2H)-one NC=1C(=NC(=CN1)C1=C(C=C(C=C1)N1[C@H](CCCC1)C)F)C=1C=C2CCNC(C2=CC1)=O